2-Methyl-1-[4-(methylthio)phenyl]-2-morpholino-propane-1-one CC(C(=O)C1=CC=C(C=C1)SC)(C)N1CCOCC1